t-butyl 1-piperazinecarboxylate N1(CCNCC1)C(=O)OC(C)(C)C